N-(6-amino-5-methyl-3-pyridyl)-2-oxo-2-[2-(2-oxoindolin-4-yl)-1-piperidyl]acetamide NC1=C(C=C(C=N1)NC(C(N1C(CCCC1)C1=C2CC(NC2=CC=C1)=O)=O)=O)C